tert-Butyl 3-(5-methoxy-7-(thiazol-2-yl)benzo[d]oxazol-2-yl)-3,9-diazabicyclo[3.3.1]nonane-9-carboxylate COC=1C=C(C2=C(N=C(O2)N2CC3CCCC(C2)N3C(=O)OC(C)(C)C)C1)C=1SC=CN1